FC(C1=C(C=CC(=C1)C(F)(F)F)C(C)N1N=C(C(=C1)NC(=O)C1=NOC(=C1)C1=NC=CC=C1)C)(F)F N-(1-(1-(2,4-bis(trifluoromethyl)phenyl)ethyl)-3-methyl-1H-pyrazol-4-yl)-5-(pyridin-2-yl)isoxazole-3-carboxamide